C(=C)C1(C(CC(CC1)=C(C)C)C(=C)C)C 1-vinyl-1-methyl-2-(1-methylethenyl)-4-(1-methylethylidene)-cyclohexane